[O-2].[O-2].[In+3].[Cu+2] copper indium dioxide